2-(difluoromethyl)-6-((1S,2S)-2-(6-(2,4-dimethoxypyrimidin-5-yl)imidazo[1,2-b]pyridazin-8-yl)cyclopropyl)benzo[d]thiazole FC(C=1SC2=C(N1)C=CC(=C2)[C@@H]2[C@H](C2)C=2C=1N(N=C(C2)C=2C(=NC(=NC2)OC)OC)C=CN1)F